3-(4-methylphenyl)piperidine-1-carboxylate CC1=CC=C(C=C1)C1CN(CCC1)C(=O)[O-]